1-(2-[(2-aminoethyl)amino]ethyl)imidazolidinone NCCNCCN1C(NCC1)=O